N-(4-amino-1H-pyrazolo[4,3-c]pyridin-7-yl)-N'-isopropyl-N'-(o-tolylmethyl)oxamide NC1=NC=C(C2=C1C=NN2)NC(=O)C(=O)N(CC2=C(C=CC=C2)C)C(C)C